[Br-].[Br-].[Br-].N1C(CCC1)=O Pyrrolidone tribromide